C(CCCCCCC\C=C/CCCCCCCC)C(C(=O)[O-])(O)CC(=O)[O-].C(CCCCCCC\C=C/CCCCCCCC)C(C(=O)[O-])(O)CC(=O)[O-].C(CCC)[Sn+4]CCCC dibutyltin bis(oleyl malate)